5-[3-(1H-imidazol-4-yl)-6-{[2-(1H-pyrazol-1-yl)ethoxy]methyl}imidazo[1,2-a]pyrimidin-2-yl]-3-(trifluoromethyl)-1H-1,2,4-triazole N1C=NC(=C1)C1=C(N=C2N1C=C(C=N2)COCCN2N=CC=C2)C2=NC(=NN2)C(F)(F)F